ClC1=C(C=C(C=2C([C@@]3([C@@H](CC(C=C3OC)=O)C)OC21)=O)OCCOC2OCCCC2)OS(=O)(=O)C(F)(F)F [(2S,5'R)-7-chloro-1'-methoxy-5'-methyl-3,3'-dioxo-4-(2-tetrahydropyran-2-yloxyethoxy)spiro[benzofuran-2,6'-cyclohexene]-6-yl]trifluoromethanesulfonate